Tert-butyl 4-bromo-2-chloro-6-hydroxybenzylcarbamate BrC1=CC(=C(CNC(OC(C)(C)C)=O)C(=C1)O)Cl